(S)-2-([1,1'-biphenyl]-4-ylmethyl)-2-(((2R,3R,4S,5R)-5-(6-amino-2-chloro-9H-purin-9-yl)-4-fluoro-3-hydroxytetrahydrofuran-2-yl)methoxy)-3-ethoxy-3-oxopropanoic acid C1(=CC=C(C=C1)C[C@](C(=O)O)(C(=O)OCC)OC[C@H]1O[C@H]([C@H]([C@@H]1O)F)N1C2=NC(=NC(=C2N=C1)N)Cl)C1=CC=CC=C1